BrC1=CC=C(C=C1)C(CC)=O 1-(4-bromophenyl)propan-1-one